OC12C(=NC3=CN=CC=C3C1=O)N(CC2)C2=CC=C(C#N)C=C2 4-{3a-hydroxy-4-oxo-1H,2H,3H,3aH,4H-pyrrolo[2,3-b]1,7-naphthyridin-1-yl}benzonitrile